1-Methylpyridine-2(1H)-imine hydrogen iodide salt I.CN1C(C=CC=C1)=N